COC1=C(C=CC(=N1)C1=CC=C(N=N1)NC1CCNCC1)N1N=CC=C1 6-[6-methoxy-5-(pyrazol-1-yl)pyridin-2-yl]-N-(piperidin-4-yl)pyridazin-3-amine